C(CC=C)OC=1C=C(C=CC1)C1CCC(CC1)OC[C@@H]1N(CC[C@@H]1N(CC1=CC=C(C=C1)OC)S(N(C)C)(=O)=O)C(=O)OC(C)(C)C tert-butyl (2R,3S)-2-(((4-(3-(but-3-en-1-yloxy)phenyl)cyclohexyl)oxy) methyl)-3-((N,N-dimethylsulfamoyl)(4-methoxybenzyl)amino)pyrrolidine-1-carboxylate